[NH4+].C(CCCCCCC)OCCCCCCCC octyl ether ammonium salt